1-(tert-butyl)-3-((2-(2-methoxyethoxy)pyridin-4-yl)amino)-5-(4-nitrophenyl)-1H-pyrazole-4-carbonitrile C(C)(C)(C)N1N=C(C(=C1C1=CC=C(C=C1)[N+](=O)[O-])C#N)NC1=CC(=NC=C1)OCCOC